FC1=C(C=C(C=C1)OC=1C(=C2C=CN(C2=CC1F)S(=O)(=O)C1=CC=C(C)C=C1)SC)C(C)=O 1-(2-fluoro-5-((6-fluoro-4-(methylsulfanyl)-1-tosyl-1H-indol-5-yl)oxy)phenyl)ethan-1-one